(2S,4R)-1-acetyl-4-hydroxy-N-[(S)-phenyl[4-(propan-2-yl)phenyl]methyl]pyrrolidine-2-carboxamide methyl-4-amino-2-(methoxy-d3)benzoate COC(C1=C(C=C(C=C1)N)OC([2H])([2H])[2H])=O.C(C)(=O)N1[C@@H](C[C@H](C1)O)C(=O)N[C@H](C1=CC=C(C=C1)C(C)C)C1=CC=CC=C1